17-Amino-12-phenyl-6,15-bis(trifluoromethyl)-19-oxa-3,4,13,18-tetrazatricyclo[12.3.1.12,5]nonadeca-1(18),2,4,14,16-pentaen-6-ol NC1=CC(=C2NC(CCCCCC(C3=NN=C(C1=N2)O3)(O)C(F)(F)F)C3=CC=CC=C3)C(F)(F)F